methyl 2-(4-(6-((4-chloro-2-fluorobenzyl) oxy) pyridin-2-yl) benzyl)-1-((tetrahydro-2H-pyran-2-yl) methyl)-1H-benzo[d]imidazole-6-carboxylate ClC1=CC(=C(COC2=CC=CC(=N2)C2=CC=C(CC3=NC4=C(N3CC3OCCCC3)C=C(C=C4)C(=O)OC)C=C2)C=C1)F